N1=CC(=CC=C1)C=O Pyridin-3-yl-methanone